(1R,5S,6r)-6-(2-thienylcarbonyl)-3-azabicyclo[3.1.0]hexane-3-carboxylic acid tert-butyl ester C(C)(C)(C)OC(=O)N1C[C@H]2C([C@H]2C1)C(=O)C=1SC=CC1